hexynamine C(#CCCCC)N